CC1=NC2=CC=C(C=C2C(=N1)S)C(F)(F)F 2-methyl-6-(trifluoro-methyl)quinazoline-4-thiol